ethyl (S)-3-amino-3-(5-phenylpyridin-3-yl)propanoate dihydrochloride Cl.Cl.N[C@@H](CC(=O)OCC)C=1C=NC=C(C1)C1=CC=CC=C1